(4-Bromophenyl)imidazo[1,2-a]pyridin BrC1=CC=C(C=C1)C=1N=C2N(C=CC=C2)C1